(1-methylcyclopropyl)-3-[(1-methylpyrazol-4-yl)methyl]-4-oxo-1H-quinazoline-6-sulfonamide CC1(CC1)N1CN(C(C2=CC(=CC=C12)S(=O)(=O)N)=O)CC=1C=NN(C1)C